2-methoxy-6-oxo-5,6,7,8-tetrahydroquinoline-5-carboxylic acid methyl ester COC(=O)C1C=2C=CC(=NC2CCC1=O)OC